2-[5-(Ethylsulfonyl)-1-methyl-2-{3-[1-(trifluoromethyl)cyclopropyl]phenyl}-1H-imidazol-4-yl]-6,6,7,7-tetrafluoro-1-methyl-6,7-dihydro-1H-[1,4]dioxino[2,3-f]benzimidazol C(C)S(=O)(=O)C1=C(N=C(N1C)C1=CC(=CC=C1)C1(CC1)C(F)(F)F)C1=NC2=C(N1C)C=C1C(=C2)OC(C(O1)(F)F)(F)F